3-((3,4-dihydro-quinolin-1(2H)-yl)sulfonyl)-N-(thiazol-2-yl)benzamide N1(CCCC2=CC=CC=C12)S(=O)(=O)C=1C=C(C(=O)NC=2SC=CN2)C=CC1